2,4,10,14-tetraazatetracyclo[9.3.2.05,15.08,16]hexadecane-1(15),2,4,6,8(16),9-hexaene C1=2N=CN=C3C=CC=4C=NC(CCN1)C4C23